CC(C(=O)C1=CC=C(C=C1)SC)(C)N1CCOCC1 2-methyl-4'-(methylthio)-2-morpholino-propiophenone